NC1=NC=2C=CC(=CC2C2=C1[C@H](OC2)C)C(=O)N(C)[C@H]2COC1=C2C=CC(=C1)Br (3R)-4-amino-N-((3R)-6-bromo-2,3-dihydro-1-benzofuran-3-yl)-N,3-dimethyl-1,3-dihydrofuro[3,4-c]quinoline-8-carboxamide